4-[(N-tert-butoxycarbonyl-S-methyl-sulfonimidoyl)methyl]benzoic Acid C(C)(C)(C)OC(=O)N=S(=O)(C)CC1=CC=C(C(=O)O)C=C1